(R)-2-amino-6-borono-2-(2-thiomorpholinoethyl)hexanoic acid N[C@](C(=O)O)(CCCCB(O)O)CCN1CCSCC1